OCCN1CCN(CC1)C=1C=C(C=NC1)NC1=NC=C2C(=N1)C(OC=1C=C(C=CC12)N1C(CCC1)=O)(C)C 1-[3-({5-[4-(2-hydroxyethyl)piperazin-1-yl]pyridin-3-yl}amino)-5,5-dimethyl-5H-chromeno[3,4-d]pyrimidin-8-yl]pyrrolidin-2-one